FC1=C(C=C(C(=C1)C1=NC(=CC=C1)OCC=1C=NC(=CC1F)C=1C=NN(C1)C)F)CC=1N(C2=C(N1)C=CC(=C2)C(=O)O)C2COCC2(C)C 2-[[2,5-difluoro-4-[6-[[4-fluoro-6-(1-methylpyrazol-4-yl)-3-pyridyl]methoxy]-2-pyridyl]phenyl]methyl]-3-(4,4-dimethyltetrahydrofuran-3-yl)benzimidazole-5-carboxylic acid